2-Bromo-1-(1-methyl-1H-tetrazol-5-yl)-1H-benzo[d]imidazole BrC1=NC2=C(N1C1=NN=NN1C)C=CC=C2